COC[C@@H]1CCCC[C@@H]2[C@@]1(CC[C@@H]1[C@H]3CC[C@](C[C@H]3CC[C@@H]21)(O)C)C (2R,4aS,4bR,6aS,7R,11aS,11bR,13aR)-7-(methoxymethyl)-2,6a-dimethyloctadecahydro-1H-cyclohepta[a]phenanthren-2-ol